(Z)-3-(1-(4-amino-2-fluorobut-2-en-1-yl)-2-isopropyl-1H-benzo[d]imidazol-4-yl)-N-methylbenzenesulfonamide NC\C=C(\CN1C(=NC2=C1C=CC=C2C=2C=C(C=CC2)S(=O)(=O)NC)C(C)C)/F